OCC1CCC2(CCN(C2)C2=CC=C3CN(C(C3=C2)=O)C2C(NC(CC2)=O)=O)CC1 3-[6-[8-(hydroxymethyl)-2-azaspiro[4.5]decan-2-yl]-1-oxo-isoindolin-2-yl]piperidine-2,6-dione